6-fluoro-4-methoxy-2-(5-bromo-2-furyl)-5-trifluoromethylpyrimidine FC1=C(C(=NC(=N1)C=1OC(=CC1)Br)OC)C(F)(F)F